Methyl (S)-5-(4-azidobenzamido)-2-(4-(((2,4-diaminopteridin-6-yl)methyl)(methyl) amino)benzamido)-pentanoate N(=[N+]=[N-])C1=CC=C(C(=O)NCCC[C@@H](C(=O)OC)NC(C2=CC=C(C=C2)N(C)CC=2N=C3C(=NC(=NC3=NC2)N)N)=O)C=C1